BrC1=C(C=C2N=CC=NC2=C1F)C#N 7-Bromo-8-fluoroquinoxaline-6-carbonitrile